3-(1-indolyl)propionic acid N1(C=CC2=CC=CC=C12)CCC(=O)O